NC1=C(C(=CC(=N1)C=1C(=C2[C@H](N(C(C2=CC1)=O)[C@H]1C(NC(CC1)=O)=O)C)F)C)C (R)-3-((R)-5-(6-Amino-4,5-dimethylpyridin-2-yl)-4-fluoro-3-methyl-1-oxoisoindolin-2-yl)piperidin-2,6-dion